n-propyl-2-(pyridin-4-yl)pyrido[3,4-d]Pyrimidin-4-amine C(CC)C1=CN=CC=2N=C(N=C(C21)N)C2=CC=NC=C2